NC1=NC2=CC(=CC=C2C(=C1)C(=O)N)CN(C(=O)C=1C=NC=CC1)C1=C(C=CC=C1)S(=O)(=O)C 2-amino-7-{[N-(2-methanesulfonylphenyl)-1-(pyridin-3-yl)formamido]methyl}quinoline-4-carboxamide